5-methoxy-7-methyl-indole-1-carboxylic acid tert-butyl ester C(C)(C)(C)OC(=O)N1C=CC2=CC(=CC(=C12)C)OC